tert-butyl 6-bromo-3-(1-(tert-butoxycarbonyl)piperidin-4-yl)-1H-indole-1-carboxylate BrC1=CC=C2C(=CN(C2=C1)C(=O)OC(C)(C)C)C1CCN(CC1)C(=O)OC(C)(C)C